BrCC1=CC=C(C2=C1C=CO2)C#N 4-(bromomethyl)benzofuran-7-carbonitrile